5-amino-2-[[2-[(dimethylamino)methyl]phenyl]methyl]-8-(2,6-dimethyl-4-pyridinyl)-7-phenyl-[1,2,4]triazolo[4,3-c]pyrimidin-3-one NC1=NC(=C(C=2N1C(N(N2)CC2=C(C=CC=C2)CN(C)C)=O)C2=CC(=NC(=C2)C)C)C2=CC=CC=C2